6-chloro-N-ethyl-4-[4-(4-methyl-1,2,4-triazol-3-yl)-1-(2-methylpropyl)pyrazol-3-yl]pyridin-2-amine ClC1=CC(=CC(=N1)NCC)C1=NN(C=C1C1=NN=CN1C)CC(C)C